5-([1,2,4]triazolo[1,5-a]pyridin-6-yl)-N-(2-(methylcarbamoyl)phenyl)-1-(6-methylpyridin-2-yl)-1H-pyrazole-3-carboxyamide N=1C=NN2C1C=CC(=C2)C2=CC(=NN2C2=NC(=CC=C2)C)CC(=O)NC2=C(C=CC=C2)C(NC)=O